Pyrrolodiazepine C1=CC2=NC=CC2=NN=C1